4-undecylamino-1,2-benzoquinone C(CCCCCCCCCC)NC1=CC(C(C=C1)=O)=O